BrC=1C(=NC=C(C1)C(F)F)C 3-bromo-5-(difluoromethyl)-2-methylpyridine